NCC1(CN(CCC1(C(=O)OCC)F)C(=O)OC(C)(C)C)O 1-(tert-butyl) 4-ethyl 3-(aminomethyl)-4-fluoro-3-hydroxypiperidine-1,4-dicarboxylate